3-Fluoro-4-isobutyl-2-(piperazin-1-yl)benzonitrile hydrochloride tert-Butyl-4-(6-cyano-2-fluoro-3-isobutylphenyl)piperazine-1-carboxylate C(C)(C)(C)OC(=O)N1CCN(CC1)C1=C(C(=CC=C1C#N)CC(C)C)F.Cl.FC=1C(=C(C#N)C=CC1CC(C)C)N1CCNCC1